(S)-6-(3-chloro-1-(thiophen-2-yl)propoxy)-3,4-dihydro-2H-benzo[b][1,4]dioxepin ClCC[C@H](OC1=CC=CC=2OCCCOC21)C=2SC=CC2